C(C)OC(=O)C1=NC(=NC(=C1)Cl)Cl 2,6-dichloropyrimidine-4-carboxylic acid ethyl ester